4-[(5S)-5-(3,5-dichloro-4-fluoro-phenyl)-5-(trifluoromethyl)-4H-isoxazol-3-yl]-N-[(4S)-2-ethyl-3-oxo-isoxazolidin-4-yl]-2-methylbenzamide ClC=1C=C(C=C(C1F)Cl)[C@@]1(CC(=NO1)C1=CC(=C(C(=O)N[C@@H]2C(N(OC2)CC)=O)C=C1)C)C(F)(F)F